2-iso-propyl-heptanol C(C)(C)C(CO)CCCCC